tin (II) perchlorate Cl(=O)(=O)(=O)[O-].[Sn+2].Cl(=O)(=O)(=O)[O-]